methyl 1-methyl-4-oxo-7-(((trifluoromethyl) sulfonyl) oxy)-1,4-dihydroquinoline-2-carboxylate CN1C(=CC(C2=CC=C(C=C12)OS(=O)(=O)C(F)(F)F)=O)C(=O)OC